N-(2-aminophenyl)-8-((3R,4S)-4-ethyl-1-((2,2,2-trifluoroethyl)carbamoyl)pyrrolidin-3-yl)-3H-imidazo[1,2-a]pyrrolo[2,3-e]pyrazine-3-carboxamide NC1=C(C=CC=C1)NC(=O)N1C=CC2=C1N=CC=1N2C(=CN1)[C@H]1CN(C[C@H]1CC)C(NCC(F)(F)F)=O